NCCON=C(CCCCOC)C1=CC=C(C=C1)C(F)(F)F 5-methoxy-1-[4-(trifluoromethyl)phenyl]-1-pentanone O-(2-aminoethyl) oxime